(3S)-β-amino-2-hydroxy-N-(2-methoxyethyl)-4-phenylbutanamide hydrochloride Cl.N[C@H](C(C(=O)NCCOC)O)CC1=CC=CC=C1